2-[4-(dimethylamino)phenyl]-3-([4-(dimethylamino)phenyl]ethynyl)butane-1,3-diene CN(C1=CC=C(C=C1)C(=C)C(=C)C#CC1=CC=C(C=C1)N(C)C)C